dodecyl-dimethyl-methacrylamidopropyl-ammonium tosylate S(=O)(=O)([O-])C1=CC=C(C)C=C1.C(CCCCCCCCCCC)[N+](CCCNC(C(=C)C)=O)(C)C